5-oxopyrrolidine-1,2-dicarboxylic acid di-tert-butyl ester C(C)(C)(C)OC(=O)N1C(CCC1=O)C(=O)OC(C)(C)C